N-[(1S)-1-(dicyclohexylmethyl)-2-[4-(3,5-dimethyl-1H-pyrazol-4-yl)anilino]-2-oxo-ethyl]-2-(2-methylsulfanylethyl)pyrazole-3-carboxamide C1(CCCCC1)C([C@@H](C(=O)NC1=CC=C(C=C1)C=1C(=NNC1C)C)NC(=O)C=1N(N=CC1)CCSC)C1CCCCC1